2-(3-chlorobicyclo[1.1.1]pentan-1-yl)-4,4-dimethylcyclohex-1-ene-1-carbaldehyde ClC12CC(C1)(C2)C2=C(CCC(C2)(C)C)C=O